(-)-3-Hydroxy-4-(3-methoxyphenyl)dihydrofuran-2(3H)-one OC1C(OCC1C1=CC(=CC=C1)OC)=O